4-chloro-7-(8-chloronaphthalen-1-yl)-8-fluoro-2-((tetrahydro-1H-pyrrolizin-7a(5H)-yl)methoxy)pyrido[4,3-d]pyrimidine ClC=1C2=C(N=C(N1)OCC13CCCN3CCC1)C(=C(N=C2)C2=CC=CC1=CC=CC(=C21)Cl)F